6-(5-Bromo-2-chloro-4-(trifluoromethyl)phenyl)-3-chloro-5-fluoropicolinic acid BrC=1C(=CC(=C(C1)C1=C(C=C(C(=N1)C(=O)O)Cl)F)Cl)C(F)(F)F